C1(=CC=CC=C1)C=1C=CC=2N(C3=CC=C(C=C3C2C1)C1=CC=CC=C1)CCCCCCCCP(O)(O)=O [8-(3,6-diphenyl-9H-carbazol-9-yl)octyl]phosphonic acid